BrC1=CC=NC=2CNCCC12 4-bromo-5,6,7,8-tetrahydro-1,7-naphthyridine